2-(6-(4-(4-(2-(2,6-dioxopiperidin-3-yl)benzyl)piperazin-1-yl)piperidin-1-yl)-1-oxoisoindolin-2-yl)-2-(5-fluoro-2-hydroxyphenyl)-N-(thiazol-2-yl)acetamide O=C1NC(CCC1C1=C(CN2CCN(CC2)C2CCN(CC2)C2=CC=C3CN(C(C3=C2)=O)C(C(=O)NC=2SC=CN2)C2=C(C=CC(=C2)F)O)C=CC=C1)=O